8-methyl-7-oxa-5-azaspiro[3.4]Octane-6-one CC1OC(NC12CCC2)=O